5-(2-azidoethyl)-cytosine N(=[N+]=[N-])CCC=1C(=NC(NC1)=O)N